C(CCCC)(=O)OCC ethyl valerate